FC(C1=CC=C(C=N1)OC=1C=C(N)C=CC1)(F)F 3-{[6-(trifluoromethyl)pyridin-3-yl]oxy}aniline